C1(=CC=CC=C1)N1N=C(N=C1SCC1=CC=C(C=C1)C(F)(F)F)C1=CC=CC=C1 1,3-diphenyl-5-((4-(trifluoromethyl)benzyl)thio)-1H-1,2,4-triazole